ethyl 2-(3,6-dioxo-5-phenoxy-3,6-dihydropyridazin-1(2H)-yl)acetate O=C1NN(C(C(=C1)OC1=CC=CC=C1)=O)CC(=O)OCC